2-(2-Chloro-4-fluorophenyl)-N-[4-(4-chloro-1H-pyrazol-1-yl)-3-sulfamoylphenyl]acetamide ClC1=C(C=CC(=C1)F)CC(=O)NC1=CC(=C(C=C1)N1N=CC(=C1)Cl)S(N)(=O)=O